tert-butyl 4-(1,4-dimethyl-1H-pyrazol-5-yl)-6-oxo-3,6-dihydropyridine-1(2H)-carboxylate 2,6-di-tert-butyl-9-fluorenylmethylcarbamate C(C)(C)(C)C1=CC=2C(C3=CC=C(C=C3C2C=C1)C(C)(C)C)CNC(O)=O.CN1N=CC(=C1C=1CCN(C(C1)=O)C(=O)OC(C)(C)C)C